((4S,5S)-5-(2-fluorophenyl)-2,2-dimethyl-1,3-dioxolan-4-yl)methyl sulfamate S(N)(OC[C@@H]1OC(O[C@H]1C1=C(C=CC=C1)F)(C)C)(=O)=O